ClC1=CC=C2C3=C(NC2=C1C#N)CCN(C3C)C(=O)C3=NC=C(C=N3)OC 7-chloro-2-(5-methoxypyrimidine-2-carbonyl)-1-methyl-2,3,4,5-tetrahydro-1H-pyrido[4,3-b]indole-6-carbonitrile